(3-trifluoromethylpyridyl)-2-benzothiophene FC(C=1C(=NC=CC1)C=1SC=C2C1C=CC=C2)(F)F